tripropylamine azide isothiocyanate [N-]=C=S.[N-]=[N+]=[N-].C(CC)N(CCC)CCC